PHENYLETHYL-ANILINE C1(=CC=CC=C1)CCNC1=CC=CC=C1